S(=O)(=O)(O[O-])[O-] peroxomonosulfate